6-fluoro-3-(2-(4-methylpiperazin-1-yl)pyrimidin-5-yl)-1H-indazol FC1=CC=C2C(=NNC2=C1)C=1C=NC(=NC1)N1CCN(CC1)C